FC(C=1C=C(C=C(C1)C(F)(F)F)C1(CC1)NC(=O)N[C@H]1[C@@H](CN(CC1)C(=O)OC(C)(C)C)C1=CC(=C(C=C1)Cl)Cl)(F)F tert-butyl (3R,4R)-4-[({1-[3,5-bis(trifluoromethyl)phenyl]cyclopropyl}carbamoyl)amino]-3-(3,4-dichlorophenyl)piperidine-1-carboxylate